naphthoOxazine C1=CNOC2=C1C1=CC=CC=C1C=C2